FC=1C=C2C(=CN(C(C2=CC1)=O)C)C1=C(C=CC(=C1)S(=O)(=O)C)O[C@@H]1CC[C@H](CC1)O 6-fluoro-4-[2-(trans-4-hydroxycyclohexyl)oxy-5-methylsulfonylphenyl]-2-methylisoquinolin-1-one